ClC=1C=CC(=NC1)OCC1=NN=C(S1)C1=C(C(=O)N)C(=CC(=N1)C)C1=C(C=CC(=C1)C#N)OC (5-(((5-chloropyridin-2-yl)oxy)methyl)-1,3,4-thiadiazol-2-yl)-4-(5-cyano-2-methoxyphenyl)-6-methylnicotinamide